3-Chloro-4-methyl-6,7-dihydrothieno[3,2-b]pyridin-5(4H)-one ClC1=CSC2=C1N(C(CC2)=O)C